C12=CC=C(N1)C=C1C=CC(=N1)C=C1C=CC(N1)=CC=1C=CC(N1)=C2.[N].[N].[N].[N].[N] pentanitrogen porphyrin